C(CCC)(C1(C(C=CC(=C1)C)O)C(C)(C)C)C1(C(C=CC(=C1)C)O)C(C)(C)C 2,2'-butylidenebis(2-tert-butyl-4-methylphenol)